tert-butyl 7-(4-(1,1-dioxothiomorpholino) phenyl)-2,7-diazaspiro[4.4]nonane-2-carboxylate O=S1(CCN(CC1)C1=CC=C(C=C1)N1CC2(CCN(C2)C(=O)OC(C)(C)C)CC1)=O